10,10',10''-(2'-(1-methyl-1H-benzo[d]imidazol-2-yl)-[1,1':3',1''-terphenyl]-4',5',6'-triyl)tris(5-methyl-5,10-dihydrophenazine) CN1C(=NC2=C1C=CC=C2)C2=C(C(=C(C(=C2C2=CC=CC=C2)N2C1=CC=CC=C1N(C=1C=CC=CC21)C)N2C1=CC=CC=C1N(C=1C=CC=CC21)C)N2C1=CC=CC=C1N(C=1C=CC=CC21)C)C2=CC=CC=C2